NC=1N=CC(=NC1OC=1C=NN(C1)C1CCN(CC1)C)C1=CC(=C(CNC(=O)NCC(F)(F)F)C(=C1)C)C 1-(4-(5-amino-6-((1-(1-methylpiperidin-4-yl)-1H-pyrazol-4-yl)oxy)pyrazin-2-yl)-2,6-dimethylbenzyl)-3-(2,2,2-trifluoroethyl)urea